ClC(OC1=CC=C(C=C1)NC(=O)C1=CN(C(C=C1)=O)C=1C(=NN(C1)C)OCC)(F)F N-[4-[Chloro(difluoro)methoxy]phenyl]-1-(3-ethoxy-1-methyl-pyrazol-4-yl)-6-oxo-pyridine-3-carboxamide